ClC=1C=2C(N=C3N(C2C=CC1)C1=CC(=CC=C1C31CCCCC1)C1CCN(CC1)CC1CCC(CC1)C(=O)N1CC3=CC=C(C=C3C1)C1C(NC(CC1)=O)=O)=O 3-(2-((1r,4r)-4-((4-(4'-chloro-5'-oxo-5'H-spiro[cyclohexane-1,7'-indolo[1,2-a]quinazolin]-10'-yl)piperidin-1-yl)methyl)cyclohexane-1-carbonyl)isoindolin-5-yl)piperidine-2,6-dione